C12(CC3CC(CC(C1)C3)C2)NC(=O)C2=C(C3=C(N(C2=O)CCCC)CNN3C)O N-(adamantan-1-yl)-4-(1-butyl)-4,5-dihydro-7-hydroxy-1-methyl-5-oxo-2H-pyrazolo[4,3-b]pyridin-6-carboxamide